OC1=CC=C(C=C1)C(\C=C\C1=CC(=C(C=C1)OC)CN1N=C(C=C1)[N+](=O)[O-])=O (E)-1-(4-Hydroxyphenyl)-3-[4-methoxy-3-[(3-nitropyrazol-1-yl)methyl]phenyl]prop-2-en-1-one